FC1=C(C=C(C=C1)C1(CCC1)NC(OC(C)(C)C)=O)N1CCOCC1 tert-butyl (1-(4-fluoro-3-morpholinophenyl)cyclobutyl)carbamate